C(=CC)[C@H]1C([C@@H]1C(=O)OCC1=C(C(=C(C(=C1F)F)COC)F)C)(C)C 4-methoxymethyl-2-methyl-3,5,6-trifluorobenzyl (1R)-trans-3-(1-propenyl)-2,2-dimethylcyclopropanecarboxylate